(5S,8R)-N-(2,4-dichloro-6-fluorobenzyl)-8-hydroxy-5,6,7,8-tetrahydroquinoline-5-carboxamide ClC1=C(CNC(=O)[C@@H]2C=3C=CC=NC3[C@@H](CC2)O)C(=CC(=C1)Cl)F